CC(C)(C)OC(NCC(CN)C)=O N-(3-amino-2-methylpropyl)carbamic acid 1,1-dimethylethyl ester